9H-fluoren-9-ylmethyl N-[2-[4-(hydroxymethyl)anilino]-2-oxo-ethyl]carbamate OCC1=CC=C(NC(CNC(OCC2C3=CC=CC=C3C=3C=CC=CC23)=O)=O)C=C1